NC=1SC2=C(N1)C=C(C1=C2N(C=N1)C)C=1C(=CC(=NC1)[C@@H](CC)O)C (R)-1-(5-(2-amino-8-methyl-8H-imidazo[4',5':3,4]benzo[1,2-d]thiazol-5-yl)-4-methylpyridin-2-yl)propan-1-ol